2-(4,4-difluoro-cyclohexyl)-acetamide FC1(CCC(CC1)CC(=O)N)F